tert-butyl 3-[[dimethyl-[1-(trifluoromethyl)cyclopropyl]silyl]methoxy]pyrazole-1-carboxylate C[Si](C1(CC1)C(F)(F)F)(C)COC1=NN(C=C1)C(=O)OC(C)(C)C